C=C1CC2CC1C=C2 methylenenorbornene